NS(=O)(=O)NCCNC=1C(=NON1)C(NC1=CC(=C(C=C1)F)Cl)=NO 4-({2-[(aminosulfonyl)amino]ethyl}amino)-N-(3-chloro-4-fluorophenyl)-N'-hydroxy-1,2,5-oxadiazole-3-carboximidamide